C(C1=CC=CC=C1)C1=C(SC=2N3C([C@@H](OCC21)C)=NN=C3C)C#CC=3N=NN(C3)CCCCCC3=C2CN(C(C2=CC=C3)=O)C3C(NC(CC3)=O)=O 3-(4-(5-(4-(((S)-3-Benzyl-6,9-dimethyl-4H,6H-thieno[2,3-e][1,2,4]triazolo[3,4-c][1,4]oxazepin-2-yl)ethynyl)-1H-1,2,3-triazol-1-yl)pentyl)-1-oxoisoindolin-2-yl)piperidin-2,6-dion